ClC1=CC=C(C(=O)C2=CC=C(C=C2)OC(C(=C)C)=O)C=C1 4-chloro-4'-(methacryloyloxy)benzophenone